((R)-1-((2S,4R)-2-((4-carbamimidoylbenzyl)carbamoyl)-4-phenylpyrrolidin-1-yl)-1-oxo-4-phenylbutan-2-yl)glycine C(N)(=N)C1=CC=C(CNC(=O)[C@H]2N(C[C@H](C2)C2=CC=CC=C2)C([C@@H](CCC2=CC=CC=C2)NCC(=O)O)=O)C=C1